tert-Butyl N-[(1s,4s)-4-(2-{[4-(4-methylpiperazin-1-yl)phenyl]amino}-7-oxo-5-[2-(triisopropylsilyl)ethynyl]pyrido[2,3-d]pyrimidin-8-yl) cyclohexyl]carbamate CN1CCN(CC1)C1=CC=C(C=C1)NC=1N=CC2=C(N1)N(C(C=C2C#C[Si](C(C)C)(C(C)C)C(C)C)=O)C2CCC(CC2)NC(OC(C)(C)C)=O